C(CCCCCCC\C=C\CC=CCCCCC)(=O)O trans-octadeca-9,12-dienoic acid